2-(2H-benzo[d][1,2,3]triazol-2-yl)-1-((3R,5R,8R,9S,10S,13S,14S,17S)-3-hydroxy-3,10,13-trimethylhexadecahydro-1H-cyclopenta[a]phenanthren-17-yl)ethanone N=1N(N=C2C1C=CC=C2)CC(=O)[C@H]2CC[C@H]1[C@@H]3CC[C@@H]4C[C@](CC[C@@]4([C@H]3CC[C@]21C)C)(C)O